FC(F)(F)[S-].[Ag+] silver(1+) (trifluoromethyl)sulfanide